8-({4-[1-cyclopropyl-4-(trifluoromethyl)imidazol-2-yl]phenyl}methyl)-2-(4-cyclopropyl-6-methoxypyrimidin-5-yl)-6-(1,2-dimethylimidazol-4-yl)pyrido[2,3-d]pyrimidin-7-one C1(CC1)N1C(=NC(=C1)C(F)(F)F)C1=CC=C(C=C1)CN1C(C(=CC2=C1N=C(N=C2)C=2C(=NC=NC2OC)C2CC2)C=2N=C(N(C2)C)C)=O